O=C1NC(CCC1N1C(C2=CC=CC(=C2C1)OCCCCN1CCN(CC1)C1=CC=C(N=N1)C(=O)N1CCC(CC1)CCCCNC(\C=C\C=1C=NC=CC1)=O)=O)=O (E)-N-(4-(1-(6-(4-(4-((2-(2,6-dioxopiperidin-3-yl)-1-oxoisoindolin-4-yl)oxy)butyl)piperazin-1-yl)pyridazine-3-carbonyl)piperidin-4-yl)butyl)-3-(pyridin-3-yl)acrylamide